CN1C(C=C(C=C1C)C)=O 1,4,6-trimethylpyridin-2(1H)-one